NC=1N=NC(=CC1C)Cl 3-amino-4-methyl-6-chloropyridazine